ClC=1C=C2C(=CC(=NC2=CC1)C(F)(F)F)N[C@@H]1C[C@@H](CCC1)NC(=O)N1CCNCC1 N-[(1R,3S)-3-{[6-chloro-2-(trifluoromethyl)quinolin-4-yl]amino}cyclohexyl]piperazine-1-carboxamide